CC1=C(C=C(N)C=C1)C1=NC(=NO1)C 4-methyl-3-(3-methyl-1,2,4-oxadiazol-5-yl)aniline